ethyl (3-cyano-4,5,6,7-tetrahydrobenzo[b]thiophen-2-yl)glycinate C(#N)C=1C2=C(SC1NCC(=O)OCC)CCCC2